N-(6-(7-ethoxy-6-fluoro-5-(methylthio)-1H-indazol-4-yl)imidazo[1,2-a]pyridin-2-yl)-2-fluorocyclopropane-1-carboxamide C(C)OC=1C(=C(C(=C2C=NNC12)C=1C=CC=2N(C1)C=C(N2)NC(=O)C2C(C2)F)SC)F